ClC=1C=C(C=CC1)C1=NNC2=NC(=CN=C21)N2CCC1(CCC[C@H]1N)CC2 (R)-8-(3-(3-chloro-phenyl)-1H-pyrazolo[3,4-b]-pyrazin-6-yl)-8-aza-spiro[4.5]-decan-1-amine